NC1=CC=NN1C1=NN=C(S1)NC(=O)C1=CC(=C(C(O1)=O)O[C@H]1[C@@H](CCC1)O)C1=C(C=CC=C1OC)OC N-(5-(5-amino-1H-pyrazol-1-yl)-1,3,4-thiadiazol-2-yl)-4-(2,6-dimethoxyphenyl)-3-(((1R,2R)-2-hydroxycyclopentyl)oxy)-2-oxo-2H-pyran-6-carboxamide